3-((ethylsulfinyl)methyl)azetidine C(C)S(=O)CC1CNC1